NCN1CCC(C(=C1)OC1CCC1)=O 1-(Aminomethyl)-5-cyclobutoxy-4-oxo-3,4-dihydropyridine